(1-hydroxycyclohexyl)(phenyl)methanone O-acetyl oxime C(C)(=O)ON=C(C1=CC=CC=C1)C1(CCCCC1)O